C(OC)(OC(C#C)C1=CC=CC=C1)=O methyl (1-phenylprop-2-yn-1-yl) carbonate